3-(3-propylbicyclo[2.2.1]hept-5-en-2-yl)-acrylic acid ethyl ester C(C)OC(C=CC1C2C=CC(C1CCC)C2)=O